5-(1-(1-propenylpiperidin-3-yl)-5-aminoimidazo[1,5-c]pyrimidin-3-yl)-N-(4-cyclopropylpyridin-2-yl)pyridinecarboxamide C(=CC)N1CC(CCC1)C=1N=C(N2C(=NC=CC21)N)C=2C=CC(=NC2)C(=O)NC2=NC=CC(=C2)C2CC2